C(C)(C)(C)N1CCN(CC1)C1=CC=C(C=C1)C(NC1C(NC(CC1)=O)=O)=O tert-butyl-4-[4-[(2,6-dioxopiperidin-3-yl)carbamoyl]phenyl]piperazine